MethoxyAniline methyl-4-amino-2-fluoro-5-(2-methyl-1H-imidazol-1-yl)benzoate COC(C1=C(C=C(C(=C1)N1C(=NC=C1)C)N)F)=O.CONC1=CC=CC=C1